N[C@H](C(=O)NCCN1C(C=CC1=O)=O)CCN(C(CO)=O)[C@H](C(C)(C)C)C=1N(C=C(C1)C1=C(C=CC(=C1)F)F)CC1=CC=CC=C1 (2S)-2-amino-4-[{(1R)-1-[1-benzyl-4-(2,5-difluorophenyl)-1H-pyrrol-2-yl]-2,2-dimethylpropyl}(glycoloyl)amino]-N-[2-(2,5-dioxo-2,5-dihydro-1H-pyrrol-1-yl)ethyl]butanamide